CC1([C@@H]2CC([C@@]1(CC2)[C@@]2(N(CC2O)C=2C1=C(N=C(N2)N2[C@H](CC2)C)C(CC1)(F)F)C)=O)C (1R,4S)-7,7-dimethyl-2-oxo-norbornan-1-yl-(2S)-1-(7,7-difluoro-2-((S)-2-methylazetidin-1-yl)-6,7-dihydro-5H-cyclopenta[d]pyrimidin-4-yl)-2-methylazetidin-3-ol